C(C)(C)(C)OC(=O)NCCCC(=O)O 4-((t-Butoxycarbonyl)amino)butyric acid